4-[(4,7-difluoro-2,3-dihydro-1H-inden-1-yl)amino]-2-[(6-methoxy-2-methyl-1,2,3,4-tetrahydroisoquinolin-7-yl)amino]pyrimidine-5-carboxamide FC1=C2CCC(C2=C(C=C1)F)NC1=NC(=NC=C1C(=O)N)NC1=C(C=C2CCN(CC2=C1)C)OC